6-[(6-aminopyrimidin-4-yl)amino]-6',8-dichloro-spiro[2H-imidazo[1,5-a]pyridine-3,1'-indan]-1,5-dione hydrochloride Cl.NC1=CC(=NC=N1)NC1=CC(=C2N(C1=O)C1(CCC3=CC=C(C=C13)Cl)NC2=O)Cl